Phenyl(triphenyleneyl)benzothienopyridine C1(=CC=CC=C1)C=1C(=NC2=C(C1)SC1=C2C=CC=C1)C1=CC=CC=2C3=CC=CC=C3C3=CC=CC=C3C12